C(CCCCCCCCC(=O)O)(=O)[O-].[NH4+] monoammonium sebacate